[Br-].C(CC)N1C(N(C=C1)C)C 1-propyl-2,3-dimethylimidazole bromide